Tetrazoliumimidate [N+]=1(NN=NC1)C([O-])=N